P(=O)(O)(O)O.CC1=CC(=CC=C1C(C)(C)C)C1=CC(=CC(=C1)C)C(C)(C)C (4,4'-dimethyl-5,6'-di-tert-butyl-2,2'-biphenyl) phosphate